1-(2-amino-4-fluorobenzyl)-N-(3-((S)-1-hydroxyethyl)phenyl)-7-methyl-5-(1H-pyrrole-2-carbonyl)-4,5,6,7-tetrahydro-1H-pyrazolo[4,3-c]pyridine-3-carboxamide NC1=C(CN2N=C(C=3CN(CC(C32)C)C(=O)C=3NC=CC3)C(=O)NC3=CC(=CC=C3)[C@H](C)O)C=CC(=C1)F